2-(N-nonylamino)-2'-O-methyladenosine-3'-phosphate P(=O)(O)(O)O[C@H]1[C@H]([C@@H](O[C@@H]1CO)N1C=NC=2C(N)=NC(=NC12)NCCCCCCCCC)OC